C(C)(C)(C)OC([C@H](CCCCNC(CCCCC)=O)NC([C@H](CCCCNC(=O)OC(C)(C)C)N)=O)=O tert-Butyl-(S)-2-[(S)-2-amino-6-(tert-butoxycarbonylamino)hexanoylamino]-6-(hexanoylamino)hexanoate